BrCC1=CC(=NC2=CC(=CC=C12)C#N)Cl 4-(bromomethyl)-2-chloroquinoline-7-carbonitrile